C(C)(C)(C)OC(=O)N1C(CCC1)C1=CC(=C(C=C1)C=1N=C2SC3=C(N2C1)C=CC(=C3)C(NC)=O)F (3-fluoro-4-(7-(methylcarbamoyl)benzo[d]imidazo[2,1-b]thiazol-2-yl)phenyl)pyrrolidine-1-carboxylic acid tert-butyl ester